1-cyclobutyl-N-(4-(5-(difluoromethyl)-1,3,4-oxadiazol-2-yl)benzyl)-N-phenylpiperidine-4-sulfonamide tert-butyl-(E)-N-(4-(dimethylamino)but-2-enoyl)-N-methylglycinate C(C)(C)(C)OC(CN(C)C(\C=C\CN(C)C)=O)=O.C1(CCC1)N1CCC(CC1)S(=O)(=O)N(C1=CC=CC=C1)CC1=CC=C(C=C1)C=1OC(=NN1)C(F)F